2-methyl-1,3-dioxane-5,5-diethanol CC1OCC(CO1)(CCO)CCO